4-bromo-2-methyl-6-nitrophenol BrC1=CC(=C(C(=C1)[N+](=O)[O-])O)C